(4-methoxy-3-indolyl){(5s,8s)-8-[1-(2-hydroxyethyl)-4-pyrazolylamino]-2-aza-2-spiro[4.5]decyl}methanone COC1=C2C(=CNC2=CC=C1)C(=O)N1CC2(CC1)CCC(CC2)NC=2C=NN(C2)CCO